Fluoroaceton FCC(C)=O